F[C@H]1[C@H]2[C@@H]([C@H]([C@@H](C1)O2)C(=O)NC2=NN(C=C2)C)C2=CC(=NC=C2)C (1R,2R,3S,4R,5R)-5-fluoro-N-(1-methyl-1H-pyrazol-3-yl)-3-(2-methylpyridine-4-yl)-7-oxabicyclo[2.2.1]Heptane-2-carboxamide